FC1=CC=C(CNC2=CC(=CC(=C2)OC)OC)C=C1 N-(4-fluorobenzyl)-3,5-dimethoxyaniline